COC1=CC(=NC=C1OC=1C=NC(=CC1)OC)C(=O)O 4-methoxy-5-[(6-methoxypyridin-3-yl)oxy]pyridine-2-carboxylic acid